4-(6-chloro-2-isopropyl-5-methoxypyrimidin-4-yl)-1lambda6-thiomorpholine-1,1-dione ClC1=C(C(=NC(=N1)C(C)C)N1CCS(CC1)(=O)=O)OC